C(CCC=O)C/C=C\\C/C=C\\C/C=C\\C/C=C\\CCCC(=O)[O-] The molecule is a polyunsaturated fatty acid anion that is the conjugate base of 20-oxoarachidonic acid, obtained by deprotonation of the carboxy group; major species at pH 7.3. It is an omega-oxo fatty acid anion, a polyunsaturated fatty acid anion and a long-chain fatty acid anion. It derives from an arachidonate. It is a conjugate base of a 20-oxoarachidonic acid.